e-Methylcaprolacton CC1C(=O)OCCCC1